5-(1H-Pyrazol-4-yl)-2-[7-(2,2,6,6-tetramethylpiperidin-4-yl)-7H-imidazo[4,5-c]pyridazin-3-yl]phenol-Hydrochlorid Cl.N1N=CC(=C1)C=1C=CC(=C(C1)O)C1=CC2=C(N=N1)N(C=N2)C2CC(NC(C2)(C)C)(C)C